OC[C@@H](C)NC(=O)C1=NC(=C(C=C1)OC1=CC=C(C=C1)C(F)(F)F)N1[C@@H](CCC1)C |&1:25| N-[(2R)-1-Hydroxypropan-2-yl]-6-[(2RS)-2-methylpyrrolidin-1-yl]-5-[4-(trifluoromethyl)phenoxy]pyridine-2-carboxamide